ClC1=NC=2N(C(=C1C1=C(C=C(C=C1F)C#CC1[C@@H]3CN(C[C@H]13)C)F)N[C@H](C)C(C)C)N=CN2 5-Chloro-6-(2,6-difluoro-4-(((1R,5S,6s)-3-methyl-3-azabicyclo[3.1.0]hex-6-yl)ethynyl)phenyl)-N-((R)-3-methylbutan-2-yl)-[1,2,4]triazolo[1,5-a]pyrimidin-7-amine